The molecule is a 1-phosphatidyl-1D-myo-inositol 3,5-bisphosphate in which both phosphatidyl acyl groups are specified as octanoyl It is a 1-phosphatidyl-1D-myo-inositol 3,5-bisphosphate and an octanoate ester. It is a conjugate acid of a 1,2-dioctanoyl-sn-glycero-3-phospho-(1D-myo-inositol-3,5-bisphosphate)(5-). CCCCCCCC(=O)OC[C@H](COP(=O)(O)OC1[C@@H]([C@H](C([C@H]([C@H]1O)OP(=O)(O)O)O)OP(=O)(O)O)O)OC(=O)CCCCCCC